6-methoxy-3-pyridinebenzonitrile COC1=CC=C(C=N1)C1=CC=CC=C1C#N